[(2R,4R,5S,6S)-5-hydroxy-4-methoxy-4,6-dimethyloxan-2-yl]oxyl-3,5,7,9,11,13-hexamethyl-10-(2,4,7-trioxa-1-azaoctan-1-ylidene)-1-oxacyclotetradecane-2-one O[C@@H]1[C@](C[C@H](O[C@H]1C)OC1(C(OCC(CC(C(C(CC(CC(C1)C)C)C)=NOCOCCOC)C)C)=O)C)(C)OC